SC1=NC=2C=CC=CC2C=2N1N=C(C2)CNC(C2=C(C=CC=C2)OC(F)(F)F)=O N-((5-mercaptopyrazolo[1,5-c]quinazolin-2-yl)methyl)-2-(trifluoromethoxy)benzamide